N1NNCCCCCC1 triaza-cyclononane